C(#N)C=1C=C(C=C(C1F)N1CCC(CC1)(F)F)NC(C1=C(C=C(C=C1)I)N1CCC2(CC2)CC1)=O N-(3-cyano-5-(4,4-difluoropiperidin-1-yl)-4-fluorophenyl)-4-iodo-2-(6-azaspiro[2.5]oct-6-yl)benzamide